6-methyl-3-oxo-2,3-dihydropyridazine-4-carboxylic acid methyl ester COC(=O)C=1C(NN=C(C1)C)=O